[13CH3]C(C=CC(C)O)O hex-3-ene-2,5-diol-13C